[18F]C(CC[C@H](N)C(=O)O)(C)C 5-[18F]fluorohomoleucine